3-(3-(2,5-difluoro-4-methyl-3-(7-(4-methylpiperazin-1-yl)imidazo[1,2-a]pyridine-3-carboxamido)phenyl)-1,2,4-oxadiazol-5-yl)azetidine-1-carboxylic acid methyl ester COC(=O)N1CC(C1)C1=NC(=NO1)C1=C(C(=C(C(=C1)F)C)NC(=O)C1=CN=C2N1C=CC(=C2)N2CCN(CC2)C)F